Cl.C(C)N1CCC(CC1)NCC(F)(F)F ethyl-N-(2,2,2-trifluoroethyl)piperidin-4-amine hydrochloride